CC1(CC(CN1)CCCO)C 3-(5,5-dimethylpyrrolidin-3-yl)propan-1-ol